ClC1=CC=C(S1)C1=C(C=C(C=C1)C=1C=NNC1)[N+](=O)[O-] 4-(4-(5-chlorothiophen-2-yl)-3-nitrophenyl)-1H-pyrazole